CC1=NC=2C(=NC(=CC2NC2=C(C=C(C=C2)[C@H]2COCC2)S(=O)(=O)C)NC(=O)C2CC2)N1 (S)-N-(2-methyl-7-((2-(methylsulfonyl)-4-(tetrahydrofuran-3-yl)phenyl)amino)-3H-imidazo[4,5-b]pyridin-5-yl)cyclopropanecarboxamide